5-(morpholinylmethyl)benzoic acid methyl ester COC(C1=CC=CC(=C1)CN1CCOCC1)=O